Tetrabenzoporphine platinum (I) [Pt+].C1=2C3=C(C(N1)=CC=1C4=C(C(N1)=CC1=C5C(=C(N1)C=C1C6=C(C(=N1)C2)C=CC=C6)C=CC=C5)C=CC=C4)C=CC=C3